(S)-5-chloro-4-(3-(dimethylamino)-3-(3-(trifluoromethyl)phenethyl)piperidin-1-yl)-2-fluoro-N-(pyrimidin-4-yl)benzene-sulfonamide ClC=1C(=CC(=C(C1)S(=O)(=O)NC1=NC=NC=C1)F)N1C[C@@](CCC1)(CCC1=CC(=CC=C1)C(F)(F)F)N(C)C